methyl (16Z,19Z,22R,23E,25E,27Z,29S,31Z)-22,29-dihydroxy-tetratriaconta-16,19,23,25,27,31-hexaenoate O[C@H](C\C=C/C\C=C/CCCCCCCCCCCCCCC(=O)OC)\C=C\C=C\C=C/[C@H](C\C=C/CC)O